(R)-N-(1-(3-chloro-2-fluoro-5-methoxypyridin-4-yl)pent-4-en-1-yl)-4-methoxyphenylamine ClC=1C(=NC=C(C1[C@@H](CCC=C)NC1=CC=C(C=C1)OC)OC)F